tert-butyl (S)-4-(7-(3-chlorophenyl)-5-(N-ethylacetamido)-7H-pyrrolo[2,3-d]pyrimidin-4-yl)-3-methylpiperazine-1-carboxylate ClC=1C=C(C=CC1)N1C=C(C2=C1N=CN=C2N2[C@H](CN(CC2)C(=O)OC(C)(C)C)C)N(C(C)=O)CC